1-(4-methylpyridin-2-yl)azetidin-3-ol CC1=CC(=NC=C1)N1CC(C1)O